C(C)(C)C1=C(C=CC=C1)[C@H]1N(CCOC1)C1CC2(C1)CC(NCC2)C 2-[(3R)-3-(2-isopropylphenyl)morpholin-4-yl]-6-methyl-7-azaspiro[3.5]nonan